OC=1C=C(C(=O)OCCCCCCC)C=CC1 heptyl 3-hydroxybenzoate